2-[[7-Acetamido-2-phenyl-6-[4-[(E)-3-phenylprop-2-enoyl]phenoxy]-4,4a,6,7,8,8a-hexahydropyrano[3,2-d][1,3]dioxin-8-yl]oxy]propanoic acid C(C)(=O)NC1C(C2OC(OCC2OC1OC1=CC=C(C=C1)C(\C=C\C1=CC=CC=C1)=O)C1=CC=CC=C1)OC(C(=O)O)C